C1N(CCC2=CC=CC=C12)[C@H]1[C@@H](CN(CC1)C(=O)C1=CC(=NC(=N1)C)NC1CCN(CC1)C(C)=O)O trans-1-(4-((6-(4-(3,4-dihydroisoquinolin-2(1H)-yl)-3-hydroxypiperidin-1-carbonyl)-2-methylpyrimidin-4-yl)amino)piperidin-1-yl)ethan-1-one